C(C)N([C@@H](C)C(=O)O)CC Diethyl-L-alanin